methyl 5-benzyl-3-((3-methylbenzamido)methyl)-4,5-dihydroisoxazole-5-carboxylate C(C1=CC=CC=C1)C1(CC(=NO1)CNC(C1=CC(=CC=C1)C)=O)C(=O)OC